C(C)(C)(C)OOC1(OOC(C1)(C)OOC(C)(C)C)C 3,5-di(tert-butylperoxy)-3,5-dimethyl-1,2-dioxolane